1H-imidazol-2-yl borate B(OC=1NC=CN1)([O-])[O-]